FC=1C=C(C=CC1F)N1N=CC(=C1)C(C(=O)OC(C)(C)C)C Tert-butyl 2-[1-(3,4-difluorophenyl)pyrazol-4-yl]propanoate